O=C1NC(CCC1NC=1C=C(CN2CCC(CC2)N2N=C3C=C(C(=CC3=C2)NC(C2=CN=C(C=C2)C(F)(F)F)=O)C(C)(C)O)C=CC1)=O N-(2-(1-(3-((2,6-dioxopiperidin-3-yl)amino)benzyl)piperidin-4-yl)-6-(2-hydroxypropan-2-yl)-2H-indazol-5-yl)-6-(trifluoromethyl)nicotinamide